C(C)(=O)N1C[C@@H](CCC1)NC1=NC=C2N=C(N(C2=N1)C1CCC(CC1)C(=O)N)NC1=C(C=C(C=C1Cl)C(F)(F)F)Cl (1S,4s)-4-(2-((R)-1-acetylpiperidin-3-ylamino)-8-(2,6-dichloro-4-(trifluoromethyl)phenylamino)-9H-purin-9-yl)cyclohexanecarboxamide